BrC=1C=C2C(=NN(C(C2=CC1)=O)CC(=O)OC)OC(C)C methyl 2-(6-bromo-4-isopropoxy-1-oxo-phthalazin-2-yl)acetate